m-xylenediacetonitrile C=1(C(=C(C(=CC1)CC#N)C)CC#N)C